ClC1=CC(=C(CNC(=O)[C@@H]2C=3C=CC=NC3[C@H](CC2)O)C=C1)F (5s,8s)-N-(4-chloro-2-fluorobenzyl)-8-hydroxy-5,6,7,8-tetrahydroquinoline-5-carboxamide